IC1=C(C(=CC(=C1)C1=NC2=CC=C3C(=C2C=2CCCCC12)C(=NN3)C)I)O 2,6-diiodo-4-(1-methyl-8,9,10,11-tetrahydro-3H-pyrazolo[4,3-a]phenanthridin-7-yl)phenol